CC1=CC(=NO1)NC(NC(C(=O)N)C)=O 2-(3-(5-methylisoxazol-3-yl)ureido)propanamide